2-tert-Butyl-5-[1-(2-fluoro-6-methylphenyl)-piperidin-4-yl]-7-(2-trifluoromethyl-benzyl)-2,4,5,7-tetrahydro-pyrazolo[3,4-d]pyrimidin-6-one C(C)(C)(C)N1N=C2N(C(N(CC2=C1)C1CCN(CC1)C1=C(C=CC=C1C)F)=O)CC1=C(C=CC=C1)C(F)(F)F